CC1=NC2=CC=CC=C2C(=N1)C(=O)NCC1=CC(=CC=C1)C(F)(F)F 2-methyl-N-(3-(trifluoromethyl)benzyl)quinazolin-4-carboxamide